2-(4-cyclopropyl-6-methoxypyrimidin-5-yl)-6H-pyrimido[5,4-b][1,4]oxazine C1(CC1)C1=NC=NC(=C1C=1N=CC=2OCC=NC2N1)OC